oxazolo(4,5-b)pyridine-2(3H)-thione O1C(NC2=NC=CC=C21)=S